ClC1=CC(=C(C=C1)N(C1=NN2C(NC(=CC2=O)CCC)=N1)C)F 2-[(4-chloro-2-fluorophenyl)-methylamino]-5-propyl-4H-[1,2,4]triazolo[1,5-a]pyrimidin-7-one